ClC1=C(C=CC(=C1)F)C(=O)N1CC2CCC(C1)N2C2=C(C(=CC=C2)CC)OCOC (2-chloro-4-fluoro-phenyl)-[8-[3-ethyl-2-(methoxymethoxy)phenyl]-3,8-diazabicyclo[3.2.1]octan-3-yl]methanone